6-[5-fluoro-3-(1-methylpiperidin-4-yl)cinnolin-7-yl]-2-methylimidazo[1,2-b]pyridazine FC1=C2C=C(N=NC2=CC(=C1)C=1C=CC=2N(N1)C=C(N2)C)C2CCN(CC2)C